FC=1C=C(C(=NC1)CC=1C(C2=CC=CC=C2C(C1CCC)=O)=O)C 2-((5-fluoro-3-methylpyridin-2-yl)methyl)-3-propylnaphthalene-1,4-dione